N-Vinyl-N'-methylimidazolium C(=C)N1C=[N+](C=C1)C